C(N)(=O)C1=CC=C(C=2C=C(OC21)C)N2CCN(CC2)C(=O)OC(C)(C)C tert-butyl 4-(7-carbamoyl-2-methyl-1-benzofuran-4-yl)piperazine-1-carboxylate